5-(1-hydroxyethyl)-3-(4-(3-(2-methoxyethoxy)oxetan-3-yl)phenyl)-7-methylquinoline-2-carbonitrile OC(C)C1=C2C=C(C(=NC2=CC(=C1)C)C#N)C1=CC=C(C=C1)C1(COC1)OCCOC